BrC1=C(C(=C(N)C=C1)[N+](=O)[O-])OCC1CC1 4-bromo-3-(cyclopropylmethoxy)-2-nitroaniline